3-(pyridin-3-ylamino)-4-benzyloxybenzo[d]isoxazole N1=CC(=CC=C1)NC1=NOC2=C1C(=CC=C2)OCC2=CC=CC=C2